ClC1=C(C2=C(N=N1)SC1=C2N=CN=C1NCC=1C=NC(=CC1)OC(F)F)C 3-chloro-N-[[6-(difluoromethoxy)-3-pyridyl]methyl]-4-methyl-pyrimido[4',5':4,5]thieno[2,3-c]pyridazin-8-amine